C(C)OC(=O)C=1N=C(SC1C1=NC=CC=C1)C 2-methyl-5-pyridin-2-yl-1,3-thiazole-4-carboxylic acid ethyl ester